N-((1r,4r)-4-methoxycyclohexyl)-6-(1-methyl-1H-imidazol-5-yl)pyrazine-2-carboxamide COC1CCC(CC1)NC(=O)C1=NC(=CN=C1)C1=CN=CN1C